FC(C(CC(=O)O)(C)O)(C(F)F)F 4,4,5,5-tetrafluoro-3-hydroxy-3-methylpentanoic acid